C(C=C)OS(=O)(=O)C1=CC=C(C)C=C1 monotosyl monoallyl ether